OCC(CO)(CO)CO bis(hydroxymethyl)-1,3-propanediol